FC1=C2C(NC(=NC2=CC(=C1)OCC1CCN(CC1)C1CCN(CC1)C1=CC=C(C=C1)NC1C(NC(CC1)=O)=O)COC1CCOCC1)=O 3-((4-(4-(((5-fluoro-4-oxo-2-(((tetrahydro-2H-pyran-4-yl)oxy)methyl)-3,4-dihydroquinazolin-7-yl)oxy)methyl)-[1,4'-bipiperidin]-1'-yl)phenyl)amino)piperidine-2,6-dione